2-((2-chloro-6-(2-hydroxy-2-methylpropyl)-5,6,7,8-tetrahydropyrido[4,3-d]pyrimidin-4-yl)amino)-1-fluoro-8,9,10,11-tetrahydro-5H-pyrido[3',4':4,5]pyrrolo[2,3-f]isoquinolin-7(6H)-one ClC=1N=C(C2=C(N1)CCN(C2)CC(C)(C)O)NC=2N=CC=1CCC3=C(C1C2F)NC2=C3C(NCC2)=O